OCCCOCCCOC=1C=CC2=C(OC3(C=NS2(=O)=O)CCOCC3)N1 7'-(3-(3-hydroxypropoxy)propoxy)-1',1'-dioxido-2,3,5,6-tetrahydrospiro[pyran-4,4'-pyrido[2,3-b][1,4,5]oxathiazepin]